(4-(1-butyl-6-methyl-1H-benzo[d]imidazol-2-yl)phenyl)-2-(4-(ethylsulfonyl)phenyl)acetamide ETHYLENIMINE N1CC1.C(CCC)N1C(=NC2=C1C=C(C=C2)C)C2=CC=C(C=C2)C(C(=O)N)C2=CC=C(C=C2)S(=O)(=O)CC